O1CCN(CC1)C=1C2=C(N=CN1)NC(=C2)C2=CC=C(CC=1C=NC(=NC1)N1CCN(CC1)C(C=C)=O)C=C2 1-(4-(5-(4-(4-morpholino-7H-pyrrolo[2,3-d]pyrimidin-6-yl)benzyl)pyrimidin-2-yl)piperazin-1-yl)prop-2-en-1-one